C(COCCCOCC(=O)N)(=O)N 3,7-dioxanonanediamide